C(C1=C(C(=CC(=C1)CCCCCCCCC)C(C1=CC=CC=C1)(C)C)O)C1=C(C(=CC(=C1)CCCCCCCCC)C(C1=CC=CC=C1)(C)C)O 2,2'-methylenebis[6-(α,α-dimethyl-benzyl)-4-nonyl-phenol]